(2-chloro-4-(trifluoromethyl)-phenyl)-5-methoxybenzothiazol-2(3H)-one ClC1=C(C=CC(=C1)C(F)(F)F)N1C(SC2=C1C=C(C=C2)OC)=O